(3R)-4-(6-bromo-2-cyanopyridin-3-yl)-3-ethylpiperazine-1-carboxylic acid tert-butyl ester C(C)(C)(C)OC(=O)N1C[C@H](N(CC1)C=1C(=NC(=CC1)Br)C#N)CC